methylencyclopentan C=C1CCCC1